3-Octylamino-2-methylpropan C(CCCCCCC)NCC(C)C